C(C)(C)(C)OC(NC1CC2(C1)CC(C2)N2N=CC(=C2)C(NC2=CC(=CC(=C2)S(=O)(=O)C)Cl)=O)=O (6-(4-((3-chloro-5-(methylsulfonyl)phenyl)carbamoyl)-1H-pyrazol-1-yl)spiro[3.3]hept-2-yl)carbamic acid tert-butyl ester